C(CCC)C(CC(C(=O)[O-])CCCCCCCCCC(CCCCCC)O)(CC(C(=O)[O-])CCCCCCCCCC(CCCCCC)O)CC 2-Butyl-2-ethylpropane-1,3-diyl-bis(12-hydroxyoctadecanoate)